ClC=1C=C2C(CN(CC2=C(C1)Cl)C)C1=CC=C(C=C1)S(=O)(=O)N 4-(6,8-dichloro-2-methyl-1,2,3,4-tetrahydroisoquinolin-4-yl)benzenesulfonamide